FC(C(=O)O)(F)F.N[C@H](C(=O)N1C[C@@H](CC1)C1=NC(=NO1)C1=CC=C(C=C1)CCCCCCCCCC)C (S)-2-amino-1-((R)-3-(3-(4-decylphenyl)-1,2,4-oxadiazol-5-yl)pyrrolidin-1-yl)propan-1-one 2,2,2-trifluoroacetate